3-((4-bromophenoxy)methyl)oxetane BrC1=CC=C(OCC2COC2)C=C1